7,9-Bis(4-dibenzofuran-4-ylphenyl)-3-phenyl-pyrido[1,2-a][1,3,5]-triazin-2,4-dion C1=CC=C(C=2OC3=C(C21)C=CC=C3)C3=CC=C(C=C3)C=3C=C(C=2N(C(N(C(N2)=O)C2=CC=CC=C2)=O)C3)C3=CC=C(C=C3)C3=CC=CC2=C3OC3=C2C=CC=C3